tert-butyl (S)-3-(6-bromopyridin-2-yl)morpholine-4-carboxylate BrC1=CC=CC(=N1)[C@@H]1N(CCOC1)C(=O)OC(C)(C)C